C(C)C=1C=NC=CC1O 3-ethylpyridin-4-ol